ClC(=O)N(C(CCCCC(=O)OC)CCCCC(=O)OC)CC1CCN(CC1)C dimethyl 6-[chlorocarbonyl-[(1-methyl-4-piperidyl)methyl]amino]undecanedioate